ClC=1C=NN(C1)C[C@H](C)C=1N(C=2C(=C3CC[C@@H](N(C3=CC2)C(=O)OC)C)N1)C1CC2(C1)CNCC2 methyl (S)-2-((S)-1-(4-chloro-1H-pyrazol-1-yl)propan-2-yl)-7-methyl-3-(6-azaspiro[3.4]octan-2-yl)-3,7,8,9-tetrahydro-6H-imidazo[4,5-f]quinoline-6-carboxylate